C(#C)C1=CC=C(CNC(=O)[C@H]2N(C[C@@H](C2)O)C([C@H](C(CCOCC(=O)OCC)(C)C)NC(=O)OC2=CC=CC=C2)=O)C=C1 Ethyl 2-(((S)-5-((2S,4R)-2-((4-ethynylbenzyl)carbamoyl)-4-hydroxypyrrolidin-1-yl)-3,3-dimethyl-5-oxo-4-((phenoxycarbonyl)amino)pentyl)oxy)acetate